OC=1C=NN(C1)C1CN(C1)C(=O)OC(C)(C)C Tert-Butyl 3-(4-hydroxypyrazol-1-yl)azetidine-1-carboxylate